1-[([(1R)-1-(4-acetyl-2-chloro-3,5-diethoxyphenyl)ethyl](2-[(1S)-1-phenylethoxy]ethyl)carbamoyl)amino]cyclopropane-1-carboxylic acid C(C)(=O)C1=C(C(=C(C=C1OCC)[C@@H](C)N(C(=O)NC1(CC1)C(=O)O)CCO[C@@H](C)C1=CC=CC=C1)Cl)OCC